O[C@H]1CN(CC1)CC#CC1=CC2=C(OC[C@@H](C(N2C)=O)NC(C(=O)N[C@@H](C)C2=CC=CC=C2)=O)C=C1 N1-((S)-7-(3-((R)-3-hydroxypyrrolidin-1-yl)prop-1-yn-1-yl)-5-methyl-4-oxo-2,3,4,5-tetrahydrobenzo[b][1,4]oxazepin-3-yl)-N2-((S)-1-phenylethyl)oxalamide